CC1=NC=C(C(=C1)COC)Br methyl-5-bromo-4-methoxymethyl-pyridine